(8aS,12aR)-11-(3-(2-methoxyphenyl)propyl)-6,7,8a,9,10,11,12,12a-octahydro-5H-pyrido[4,3-b][1,4]thiazepino[2,3,4-hi]indole COC1=C(C=CC=C1)CCCN1C[C@@H]2[C@@H](N3C4=C(C=CC=C24)SCCC3)CC1